1-[2-(methylsulfonyl)-4-(trifluoromethyl)phenyl]-N-[(3R)-1-methylpiperidin-3-yl]pyrido[3,4-d]pyridazin-4-amine CS(=O)(=O)C1=C(C=CC(=C1)C(F)(F)F)C1=C2C(=C(N=N1)N[C@H]1CN(CCC1)C)C=NC=C2